F.ClC=1C=NN(C1C(NC1=NC=C(C=C1C)C#CC1=CC=CC=C1)=O)[C@H]1CC[C@H](CC1)NC(OC(C)(C)C)=O tert-butyl (cis-4-(4-chloro-5-((3-methyl-5-(phenylethynyl)pyridin-2-yl)carbamoyl)-1H-pyrazol-1-yl)cyclohexyl)carbamate hydrofluoride